3-[5-[(1R)-1-(3,5-dimethylpyridazin-4-yl)ethoxy]-1H-indazol-3-yl]-5-tetrahydropyran-4-yloxy-benzonitrile CC=1N=NC=C(C1[C@@H](C)OC=1C=C2C(=NNC2=CC1)C=1C=C(C#N)C=C(C1)OC1CCOCC1)C